N(C1=CC=CC=C1)C=1SCC(C1C(=O)OCC)=O ethyl 2-anilino-4-oxo-4,5-dihydro-3-thiophenecarboxylate